[Zn].C1(=CC=CC=C1)P(C1=CC=CC=C1)(C1=CC=CC=C1)=O triphenylphosphine oxide zinc